C(C(C)C)[Sn](N(C)C)(N(C)C)N(C)C isobutyltris(dimethylamino)tin